N-((1r,3S)-3-hydroxycyclobutyl)thiazole-2-carboxamide OC1CC(C1)NC(=O)C=1SC=CN1